C1(CC1)COC=1C=CC(=NC1)C(C(=O)N)(C)N1C[C@@H](C(CC1)(F)F)C=1N=CC(NC1)=O (5-(cyclopropylmethoxy)pyridin-2-yl)-2-((R)-4,4-difluoro-3-(5-oxo-4,5-dihydropyrazin-2-yl)piperidin-1-yl)propanamide